N[C@H]1C2N(CC1CC2)C(=O)C2=CC1=C(N(C(=N1)C=1N(C3=CC=CC=C3C1)CC1CC1)CC=1C=NN(C1)C=1C(=NC=CC1)O)C(=C2)OC 3-[4-({5-[(7R)-7-amino-2-azabicyclo[2.2.1]heptane-2-carbonyl]-2-[1-(cyclopropylmethyl)-1H-indol-2-yl]-7-methoxy-1H-1,3-benzodiazol-1-yl}methyl)-1H-pyrazol-1-yl]pyridin-2-ol